FC=1C=C2C=C(NC2=CC1)C(CC(C)C)=O 1-(5-Fluoro-1H-indol-2-yl)-3-methylbutan-1-one